3-(1-methyl-vinyl)-7-oxabicyclo[4.1.0]heptane CC(=C)C1CC2OC2CC1